C(CC)C1=CC=C(C=C1)CC[Mg]Br 2-(4-propylphenyl)ethyl-magnesium bromide